ethyl 2-(4-(3-(azidomethyl) phenyl)-3-phenyl-1H-pyrrol-2-yl)-2-oxoacetate N(=[N+]=[N-])CC=1C=C(C=CC1)C=1C(=C(NC1)C(C(=O)OCC)=O)C1=CC=CC=C1